CO[C@H]1[C@@H](O[C@@H]([C@H]1O)[C@H](O)C)N1C(=O)N=C(N)C=C1 2'-O-methyl-5'-(R)-methyl-cytidine